C(C)(=O)O[C@H]1CC[C@@H]2[C@@]1(CC[C@@H]1[C@]3(CCC=4N=C(SC4C3=CC[C@@H]21)N(C2=CC=CC=C2)C)C)C (5aR,5bS,7aS,8S,10aS,10bR)-5a,7a-dimethyl-2-(methyl(phenyl)amino)-5,5a,5b,6,7,7a,8,9,10,10a,10b,11-dodecahydro-4H-cyclopenta[7,8]phenanthro[2,1-d]thiazol-8-yl acetate